5-((3-(3-cyclopropylprop-1-ynyl)phenyl)thio)-1H-1,2,3-triazole-4-carboxylic acid ethyl ester C(C)OC(=O)C=1N=NNC1SC1=CC(=CC=C1)C#CCC1CC1